ClC=1C=C(C=CC1N1CCOCC1)[C@H]([C@@H](CN1CCCC1)NC(=O)[C@H]1CN(CC1)C1=CC=C(C=C1)Cl)O (R)-N-((1R,2R)-1-(3-chloro-4-morpholinophenyl)-1-hydroxy-3-(pyrrolidin-1-yl)propan-2-yl)-1-(4-chlorophenyl)pyrrolidine-3-carboxamide